COC=1C=C(C=CC1)N=C=O 3-methoxyphenyl isocyanate